C(C)C(COCC1CO1)CCCC 2-ethylhexylglycidyl ether